3,6-DIMETHYL-DECANE CC(CC)CCC(CCCC)C